aminoasparagine monohydrate O.NN[C@@H](CC(N)=O)C(=O)O